[Fe](Cl)Cl.[Cr] chromium ferrous chloride